FC(C(=O)O)(F)F.FC(N1C=2C=3C=CN=C(CCCCC(C(NC2C=N1)=O)C)C3)F 3-(difluoromethyl)-9-methyl-3,4,7,15-tetraazatricyclo[12.3.1.02,6]Octadeca-1(18),2(6),4,14,16-penta-en-8-one trifluoroacetate